3-[9-(3,5-ditrifluoromethylphenyl)-4-pyrenyl]-9H-carbazole FC(C=1C=C(C=C(C1)C(F)(F)F)C1=C2C=CC=C3C=C(C4=CC=CC(=C1)C4=C32)C=3C=CC=2NC4=CC=CC=C4C2C3)(F)F